bromo-3'-methyl-2',3'-dihydrospiro[cyclopentane-1,1'-indene]-3'-ol BrC1C2(C3=CC=CC=C3C1(O)C)CCCC2